(E)-3-amino-9-methoxy-2,6,8-trimethyl-10-phenyldeca-4,6-dienoic acid NC(C(C(=O)O)C)\C=C\C(=CC(C(CC1=CC=CC=C1)OC)C)C